C1C(CC12CCNCC2)=CC=2C(=NOC2C2CC2)C2=C(C=NC=C2C=C)Cl 4-((7-azaspiro[3.5]non-2-ylidene)methyl)-3-(3-chloro-5-vinylpyridin-4-yl)-5-cyclopropylisoxazole